{2-[(3R)-3-methylmorpholin-4-yl]-6-[(1H-pyrazol-5-yl)amino]pyridin-4-yl}cyclopentane-1-carbonitrile C[C@H]1N(CCOC1)C1=NC(=CC(=C1)C1(CCCC1)C#N)NC1=CC=NN1